6-chloro-N-cyclopropyl-4-(methylamino)nicotinamide ClC1=NC=C(C(=O)NC2CC2)C(=C1)NC